3-({7-methoxy-6-[3-(pyrrolidin-1-yl)propoxy]-1,2,3,4-tetrahydroacridin-9-yl}amino)cyclobutan COC1=C(C=C2N=C3CCCCC3=C(C2=C1)NC1CCC1)OCCCN1CCCC1